C(#N)C1=C(C=C(C=C1)N1C(OC(C1)C(=O)NC1=CC=C(C=C1)NC(CO)=O)C(F)(F)F)C(F)(F)F 3-(4-Cyano-3-(trifluoromethyl)phenyl)-N-(4-(2-hydroxyacetamido)phenyl)-2-(trifluoromethyl)oxazolidin-5-carboxamid